5-[(2R,4S)-2-(1-cyclopropylpyrazol-4-yl)tetrahydropyran-4-yl]-7-[4-(difluoromethyl)-2-fluoro-phenyl]-N,N-dimethyl-thiazolo[4,5-d]pyrimidin-2-amine C1(CC1)N1N=CC(=C1)[C@@H]1OCC[C@@H](C1)C=1N=C(C2=C(N1)N=C(S2)N(C)C)C2=C(C=C(C=C2)C(F)F)F